C1(CCCC1)NC=1OC(=C(N1)C)C(\C=C\N(C)C)=O (E)-1-[2-(cyclopentylamino)-4-methyl-oxazol-5-yl]-3-(dimethylamino)prop-2-en-1-one